C1N(CCC2=CC=CC=C12)C[C@H](CN1C[C@@H](CCC1)C1=NC=CC=C1)O (R)-N-((S)-3-(3,4-dihydroisoquinolin-2(1H)-yl)-2-hydroxypropyl)-3-(pyridin-2-yl)piperidine